4-bromomethyl-7-methoxycoumarin BrCC1=CC(OC2=CC(=CC=C12)OC)=O